ClC=1C(=CC2=C(N=CN=C2N[C@H](C)C2=C(C(=CC=C2)C(F)F)F)N1)C1(CCS(CC1)(=O)=O)C#N (R)-4-(7-chloro-4-((1-(3-(difluoromethyl)-2-fluorophenyl)ethyl)amino)pyrido[2,3-d]pyrimidin-6-yl)tetrahydro-2H-thiopyran-4-carbonitrile 1,1-dioxide